C(C)(C)(C)OC(=O)N1C(CCC1)C1=C(C(=CC=C1)C(=O)OC)F 2-(2-Fluoro-3-(methoxycarbonyl)phenyl)pyrrolidine-1-carboxylic acid tert-butyl ester